(S)-3-AMINO-PENTANOIC ACID N[C@H](CC(=O)O)CC